1,2-bis((5-methyl-5-(4-methylbenzyl)tetrahydrofuran-2-yl)oxy)ethane CC1(CCC(O1)OCCOC1OC(CC1)(C)CC1=CC=C(C=C1)C)CC1=CC=C(C=C1)C